N-methylimidazole lactate C(C(O)C)(=O)O.CN1C=NC=C1